(2Z,2'E)-2,2'-((ethane-1,2-diylbis(azandiyl))bis(methanylylidene))bis(3-oxo-3-phenylpropanenitrile) C(CN\C=C(/C#N)\C(=O)C1=CC=CC=C1)N\C=C(\C#N)/C(C1=CC=CC=C1)=O